BrCCCC1CO1 (3-bromopropyl) ethylene oxide